ClC=1C=C(C=C(C1)C1OCCC1)CS(=O)(=O)Cl (3-chloro-5-(tetrahydrofuran-2-yl)phenyl)methylsulfonyl chloride